N'-cyclopropylmethyloxy-2-fluoro-6-trifluoromethylbenzamidine C1(CC1)CON=C(C1=C(C=CC=C1C(F)(F)F)F)N